4-(1-(4-chloro-3-fluorobenzyl)-3-isobutyl-1H-pyrazolo[4,3-b]pyridine-5-carbonyl)-3,3-dimethylpiperazin-2-one ClC1=C(C=C(CN2N=C(C3=NC(=CC=C32)C(=O)N3C(C(NCC3)=O)(C)C)CC(C)C)C=C1)F